ClC=1C=C(OCC(=O)NN)C=CC1 2-(3-chlorophenoxy)acetylhydrazine